3-carbamoyl-1-(2-((2-((3-chloro-2-fluorobenzyl)amino)-2-oxoethyl)(isopropyl)amino)-2-oxoethyl)-1H-indazole-5-carbonyl azide C(N)(=O)C1=NN(C2=CC=C(C=C12)C(=O)N=[N+]=[N-])CC(=O)N(C(C)C)CC(=O)NCC1=C(C(=CC=C1)Cl)F